4'-(3-(4-(diphenylamino)phenyl)-9H-carbazol-9-yl)-2,3,5-tris(3-phenyl-9H-carbazol-9-yl)-6-(pyridin-2-yl)-[1,1'-biphenyl]-4-carbonitrile C1(=CC=CC=C1)N(C1=CC=C(C=C1)C=1C=CC=2N(C3=CC=CC=C3C2C1)C1=CC=C(C=C1)C1=C(C(=C(C(=C1C1=NC=CC=C1)N1C2=CC=CC=C2C=2C=C(C=CC12)C1=CC=CC=C1)C#N)N1C2=CC=CC=C2C=2C=C(C=CC12)C1=CC=CC=C1)N1C2=CC=CC=C2C=2C=C(C=CC12)C1=CC=CC=C1)C1=CC=CC=C1